N-(6-((1H-Pyrazol-1-yl)methyl)-4-methoxybenzo[d]isoxazol-3-yl)-3-(4-((1-(2-(2,6-dioxopiperidin-3-yl)-1,3-dioxoisoindolin-5-yl)pyrrolidin-3-yl)methyl)piperazin-1-yl)benzene-sulfonamide N1(N=CC=C1)CC1=CC2=C(C(=NO2)NS(=O)(=O)C2=CC(=CC=C2)N2CCN(CC2)CC2CN(CC2)C=2C=C3C(N(C(C3=CC2)=O)C2C(NC(CC2)=O)=O)=O)C(=C1)OC